4-[[2-[3-[(2,2-difluoro-1,3-benzodioxol-5-yl)-methyl-carbamoyl]phenyl]-5-(trifluoromethyl)pyrazol-3-yl]oxymethyl]benzoic acid FC1(OC2=C(O1)C=CC(=C2)N(C(=O)C=2C=C(C=CC2)N2N=C(C=C2OCC2=CC=C(C(=O)O)C=C2)C(F)(F)F)C)F